C(C1=CC=CC=C1)(=O)OC=1C(C2=CC=CC=C2C(C1)=O)=O 1,4-dioxo-1,4-dihydronaphthalen-2-yl benzoate